CC=1C(=NC=C(C1)C)N1[C@H](CN(CC1)C(=O)C1=CC=C(C=C1)[C@@]1(C(NC(N1)=O)=O)C(C)C)CO (R)-5-{4-[(R)-4-(3,5-dimethylpyridin-2-yl)-3-hydroxymethylpiperazine-1-carbonyl]phenyl}-5-isopropylimidazolidine-2,4-dione